[Na].ClC1=C(C=C(C(=C1)Cl)F)C(/C(=C/O)/C(=O)OC)=O (1Z)-3-(2,4-dichloro-5-fluorophenyl)-2-(methoxycarbonyl)-3-oxoprop-1-ene-1-ol sodium